1-[3-(2,3-dichlorophenyl)-1H-pyrazolo[3,4-b]pyrazin-6-yl]-3-methylazetidine-3-amine ClC1=C(C=CC=C1Cl)C1=NNC2=NC(=CN=C21)N2CC(C2)(N)C